Chloro-5-(ethoxymethyl)pyrimidine ClC1=NC=C(C=N1)COCC